FC=1C=C(C=CC1F)CN1N=C(C=C1)C(=O)O 1-[(3,4-difluorophenyl)methyl]Pyrazole-3-carboxylic acid